C(C)(=O)OCC1=C(C(=C(C(=O)OC)C=C1)F)B1OC(C(O1)(C)C)(C)C methyl 4-(acetoxymethyl)-2-fluoro-3-(4,4,5,5-tetramethyl-1,3,2-dioxaborolan-2-yl)benzoate